FC(C1=NC(=NC(=N1)C(F)(F)F)N1[C@H](C=2NC3=CC=C(C=C3C2CC1)Cl)[C@H](C(C)C)O)(F)F (1S)-1-{(1R)-2-[4,6-bis(trifluoromethyl)-1,3,5-triazin-2-yl]-6-chloro-2,3,4,9-tetrahydro-1H-pyrido[3,4-b]indol-1-yl}-2-methylpropan-1-ol